C(CCC)N(C([S-])=S)CCCC.[Zn+2].C(CCC)N(C([S-])=S)CCCC zinc N,N-dibutyldithiocarbamate